C(C)(=O)N1CC2CCC(C1)N2C2=NC=C(C(=N2)NC2=CC=1C3=C(C(N(C1C=C2)C)=O)OCC([C@@H](N3)C3CC3)(F)F)Cl (2S)-10-((2-(3-Acetyl-3,8-diazabicyclo[3.2.1]octan-8-yl)-5-chloropyrimidin-4-yl)amino)-2-cyclopropyl-3,3-difluoro-7-methyl-1,2,3,4-tetrahydro-[1,4]oxazepino[2,3-c]chinolin-6(7H)-on